(2-(3,4-dimethoxyphenyl)-3-ethyl-1H-indol-5-yl)(5-isopropyl-hexahydropyrrolo[3,4-c]pyrrol-2(1H)-yl)methanone COC=1C=C(C=CC1OC)C=1NC2=CC=C(C=C2C1CC)C(=O)N1CC2CN(CC2C1)C(C)C